FC1=C(C=CC(=C1F)C=1C=NNC1)C1CCN(CC1)C(=O)C1C(CCCC1)=O 2-(4-(2,3-difluoro-4-(1H-pyrazol-4-yl)phenyl)piperidine-1-carbonyl)cyclohexan-1-one